CC(CCCCCCCC1OCCO1)CCCC 2-(8-methyldodecyl)-1,3-dioxolane